ClC1=C(OC=2C(=C(C(=CC2)[N+](=O)[O-])N2C[C@@H](N(CC2)C)CO)C(F)(F)F)C=CC=C1 {(2R)-4-[3-(2-chlorophenoxy)-6-nitro-2-(trifluoromethyl)phenyl]-1-methylpiperazin-2-yl}methanol